4-phenyl-5-(4-tert-butylphenyl)-4H-1,2,4-triazol C1(=CC=CC=C1)N1C=NN=C1C1=CC=C(C=C1)C(C)(C)C